(3-(hydroxyimino)propyl)(pentyl)phosphinic acid ON=CCCP(O)(=O)CCCCC